N1=CC(=CC=C1)C(=O)N1CC(CC1)C(=O)OC Methyl 1-(pyridin-3-ylcarbonyl)pyrrolidine-3-carboxylate